N'-(1,4-phenylenedi(methylene))bis(N-methylpyrrolidine) ammonium hydroxide [OH-].[NH4+].C1(=CC=C(C=C1)CC1N(CCC1)C)CC1N(CCC1)C